2,6-diisopropyl-N-Bocaniline C(C)(C)C1=C(NC(=O)OC(C)(C)C)C(=CC=C1)C(C)C